C(C)(C)(C)C1=NN(C(=C1)N)CCO[Si](C)(C)C(C)(C)C 3-(tert-butyl)-1-(2-((tert-butyldimethylsilyl)oxy)ethyl)-1H-pyrazol-5-amine